1-methyl-2-butene CCC=CC